C(C=C)NS(=O)(=O)C1=CC=C(C=C1)B(O)O 4-(N-allylsulfamoyl)phenylboronic acid